5-ethoxybenzo[d][1,3]dioxole C(C)OC1=CC2=C(OCO2)C=C1